BrC1=CC=C2C(NN=C(C2=C1)C(C(F)F)NS(=O)C(C)(C)C)=O N-[1-(7-bromo-4-oxo-3H-phthalazin-1-yl)-2,2-difluoro-ethyl]-2-methyl-propane-2-sulfinamide